((3R)-4-amino-3-methyl-1,3-dihydrofuro[3,4-c]quinolin-8-yl)(3-phenylhexahydropyrano[4,3-b]pyrrol-1(4H)-yl)methanone NC1=NC=2C=CC(=CC2C2=C1[C@H](OC2)C)C(=O)N2C1C(C(C2)C2=CC=CC=C2)COCC1